CC(C#CC1=CNC2=C1C=1N(C(=N2)N2CCC3([C@@H]([C@@H](OC3)C)N)CC2)C=CN1)(C)C (3S,4S)-8-(9-(3,3-dimethylbut-1-yn-1-yl)-7H-imidazo[1,2-c]pyrrolo[3,2-e]pyrimidin-5-yl)-3-methyl-2-oxa-8-azaspiro[4.5]decan-4-amine